BrC=1C=C2N(N=CC(=C2NCC2CCN(CC2)C(=O)OC(C)(C)C)C(N)=NC2=C(C=CC(=C2)F)Cl)C1 tert-butyl 4-[[[6-bromo-3-[N'-(2-chloro-5-fluoro-phenyl)carbamimidoyl]pyrrolo[1,2-b]pyridazin-4-yl]amino]methyl]piperidine-1-carboxylate